2-[4-(1-methyl-1H-pyrazol-5-yl)-1-piperidinyl]-6-azaspiro[3.4]octane-6-carboxylic acid ethyl ester C(C)OC(=O)N1CC2(CC(C2)N2CCC(CC2)C2=CC=NN2C)CC1